(1S,3R,4S)-N-((R)-1-cyano-2-((R)-2-oxopyrrolidin-3-yl)ethyl)-5,5-difluoro-2-((2,2,2-trifluoroacetyl)-D-leucyl)-2-azabicyclo[2.2.2]octane-3-carboxamide C(#N)[C@@H](C[C@@H]1C(NCC1)=O)NC(=O)[C@@H]1N([C@@H]2CC([C@H]1CC2)(F)F)C([C@H](NC(C(F)(F)F)=O)CC(C)C)=O